(2S)-1-((3-(heptylsulfinyl)adamantan-1-yl)glycyl)pyrrolidine-2-carbonitrile C(CCCCCC)S(=O)C12CC3(CC(CC(C1)C3)C2)NCC(=O)N2[C@@H](CCC2)C#N